[B].[Si].[Mo] MOLYBDENUM-SILICON-BORON